1-bromo-1,3,3-tributyl-1,3-disilacyclohexane Br[Si]1(C[Si](CCC1)(CCCC)CCCC)CCCC